N-(thiazol-2-yl)-[2,2'-bipyridine]-6-carboxamide S1C(=NC=C1)NC(=O)C1=CC=CC(=N1)C1=NC=CC=C1